ClC1=C(C=CC=C1C)N1N=CC/2=C1COC\C2=N/[S@@](=O)C(C)(C)C (S,Z)-N-(1-(2-chloro-3-methylphenyl)-1,7-dihydropyrano[3,4-c]pyrazol-4(5H)-ylidene)-2-methylpropane-2-sulfinamide